ClC1=C2[C@H](N3C(C2=CC=C1)=CN=C3)[C@@H]3COCC[C@H]3O (3R,4R)-3-((R)-6-chloro-5H-imidazo[5,1-a]isoindol-5-yl)tetrahydro-2H-pyran-4-ol